1-ACETYLPYRROLIDIN-2-YLBORONIC ACID C(C)(=O)N1C(CCC1)B(O)O